C1(CC1)C(=O)N1C2CNCC1CC2 8-(cyclopropylformyl)-3,8-diazabicyclo[3.2.1]octane